C(C)C=1C=CC(=C(C1)S(=O)(=O)NC1=NOC2=C1C(=CC(=C2)CN2N=C1C(CN(CC1)C(=O)OC(C)(C)C)=C2)OC)OC tert-butyl 2-((3-((5-ethyl-2-methoxyphenyl) sulfonamido)-4-methoxybenzo[d]isoxazol-6-yl)methyl)-2,4,6,7-tetrahydro-5H-pyrazolo[4,3-c]pyridine-5-carboxylate